2-(2-amino-3-methylbutyrylamino)-4-methylvaleric acid NC(C(=O)NC(C(=O)O)CC(C)C)C(C)C